N1(CCCC1)C(=O)N1C(CCCC1)C(=O)O (pyrrolidine-1-carbonyl)piperidine-2-carboxylic acid